C1(=CC=CC=C1)C1=NC2=CC(=CC=C2C=C1)C1=NN2C(N=CC3=C2COC3)=C1C#N 2-(2-phenylquinolin-7-yl)-6,8-dihydrofurano[3,4-e]pyrazolo[1,5-a]pyrimidine-3-carbonitrile